Ethyl 5-(2-ethoxyanilino)-7-[(4-methoxyphenyl) methyl-methyl-amino]pyrazolo[1,5-a]pyrimidine-3-carboxylate C(C)OC1=C(NC2=NC=3N(C(=C2)N(C)CC2=CC=C(C=C2)OC)N=CC3C(=O)OCC)C=CC=C1